ClC1=C(C(=C(C(=C1C)/C=N/OC)O)C\C=C(\C=C\[C@@]1([C@H]([C@@](CC[C@H]1C)(C)O)C)C)/C)OC 4-chloro-2-[(2E,4E)-5-[(1R,2R,3S,6R)-3-hydroxy-1,2,3,6-tetramethylcyclohexyl]-3-methylpent-2,4-dien-1-yl]-3-methoxy-6-[(1E)-(methoxyimino)methyl]-5-methylphenol